N2-(1-tert-butylindazol-4-yl)-N4-cyclopropyl-5-(trifluoromethyl)pyrimidine-2,4-diamine C(C)(C)(C)N1N=CC2=C(C=CC=C12)NC1=NC=C(C(=N1)NC1CC1)C(F)(F)F